N-benzyl-2,4-dibromobutanamide C(C1=CC=CC=C1)NC(C(CCBr)Br)=O